FC(C)(F)C=1C(=C(C=CC1)C(C)NC1=CC(=NC=C1)C)F 4-((1-(3-(1,1-difluoroethyl)-2-fluorophenyl)ethyl)amino)-2-methylpyridine